(R)-4-((1-(3-(difluoromethyl)-2-fluorophenyl)ethyl)amino)-6-(1H-imidazole-1-yl)-2-methoxy-8-methylpyrido[4,3-d]pyrimidin-7(6H)-one FC(C=1C(=C(C=CC1)[C@@H](C)NC=1C=2C(N=C(N1)OC)=C(C(N(C2)N2C=NC=C2)=O)C)F)F